2-(2'-hydroxyphenyl)-benzotriazole OC1=C(C=CC=C1)N1N=C2C(=N1)C=CC=C2